C(C)(C)C1(C=CC=C1)[Zr](N(C)C)(N(C)C)N(C)C isopropyl-cyclopentadienyl-tri(dimethylamino)zirconium